C(#N)C1=CC(=NC=N1)NC(=O)[C@H]1CC[C@H]2[C@@H]3CC[C@@H]4C[C@](CC[C@@H]4[C@H]3CC[C@]12C)(COC)O (3R,5R,8R,9R,10S,13S,14S,17S)-N-(6-cyanopyrimidin-4-yl)-3-hydroxy-3-(methoxymethyl)-13-methylhexadecahydro-1H-cyclopenta[a]phenanthrene-17-carboxamide